(S)-4-((2-(2-methyl-[1,1'-biphenyl]-3-yl)-6-(2,2,2-trifluoroethoxy)benzo[d]oxazol-5-yl)methyl)morpholine-3-carboxylic acid CC1=C(C=CC=C1C=1OC2=C(N1)C=C(C(=C2)OCC(F)(F)F)CN2[C@@H](COCC2)C(=O)O)C2=CC=CC=C2